C(CCCCCCCCCCCCCCCCC)N[C@H](C)C(=O)N[C@@H](CCC(N)=O)C(=O)O octadecyl-D-alanyl-L-glutamine